Cl.CN1C(C2=CC=CC=C2C(=N1)C=1C=C2CCNCC2=CC1)=O 2-methyl-4-(1,2,3,4-tetrahydroisoquinolin-6-yl)phthalazin-1(2H)-one hydrochloride